CC=1SC(=C(N1)C)C=1C=CC(N(N1)CC1CCN(CC1)C1=NC=CC(=N1)C)=O 6-(2,4-dimethyl-1,3-thiazol-5-yl)-2-[[1-(4-methylpyrimidin-2-yl)piperidin-4-yl]methyl]pyridazin-3-one